ethyl (E)-2-cyano-3-[4-methoxy-3-(3-methoxypropoxy)anilino]prop-2-enoate C(#N)/C(/C(=O)OCC)=C\NC1=CC(=C(C=C1)OC)OCCCOC